methyl-3-((1-methyl-6-((6-(methylamino)pyrazolo[1,5-a]pyrazin-3-yl)oxy)-1H-imidazo[4,5-b]pyridin-2-yl)amino)-5-(trifluoromethyl)pyridin-2(1H)-one CN1C(C(=CC(=C1)C(F)(F)F)NC=1N(C=2C(=NC=C(C2)OC=2C=NN3C2C=NC(=C3)NC)N1)C)=O